N-((1s,4s)-4-(4-(3-cyano-4-((3-methylpyridin-2-yl)thio)pyrazolo[1,5-a]pyridin-6-yl)-1H-pyrazol-1-yl)cyclohexyl)acetamide C(#N)C=1C=NN2C1C(=CC(=C2)C=2C=NN(C2)C2CCC(CC2)NC(C)=O)SC2=NC=CC=C2C